(Z)-2-(methoxycarbonyl)-3-phenylpropan-2-ene-1-sulfonate sodium [Na+].COC(=O)/C(/CS(=O)(=O)[O-])=C/C1=CC=CC=C1